(R)-1-(2-chloro-pyridin-3-yl)-ethyl (4-(5-((3-methoxybicyclo-[1.1.1]pentan-1-yl)carbamoyl)-pyridin-2-yl)-1-methyl-1H-1,2,3-triazol-5-yl)carbamate COC12CC(C1)(C2)NC(=O)C=2C=CC(=NC2)C=2N=NN(C2NC(O[C@H](C)C=2C(=NC=CC2)Cl)=O)C